4-aminobenzene-1,2-diol NC=1C=C(C(=CC1)O)O